N-[3-[(4R)-1-hydroxy-4-methyl-4-(3-methylbutyl)-3-oxonaphthalen-2-yl]-1,1-dioxo-4H-1lambda6,2,4-benzothiadiazin-7-yl]methanesulfonamide OC1=C(C([C@@](C2=CC=CC=C12)(CCC(C)C)C)=O)C1=NS(C2=C(N1)C=CC(=C2)NS(=O)(=O)C)(=O)=O